2-Ethyl-1-(2-fluoro-4-(3,3,3-trifluoro-2-(trifluoromethyl)propyl)phenyl)-5-methyl-N-(((1r,4r)-4-(methylsulfonyl)cyclohexyl)methyl)-1H-imidazole-4-carboxamide C(C)C=1N(C(=C(N1)C(=O)NCC1CCC(CC1)S(=O)(=O)C)C)C1=C(C=C(C=C1)CC(C(F)(F)F)C(F)(F)F)F